2,5-bis(2-(diethoxyphosphoryl)ethoxy)terephthalhydrazide C(C)OP(=O)(OCC)CCOC1=C(C(=O)NN)C=C(C(=C1)C(=O)NN)OCCP(=O)(OCC)OCC